[1,3-bis(2,6-diisopropylphenyl)imidazol-2-ylidene]Chloro[3-phenylallyl]Palladium (II) C(C)(C)C1=C(C(=CC=C1)C(C)C)N1C(N(C=C1)C1=C(C=CC=C1C(C)C)C(C)C)=[Pd-2](CC=CC1=CC=CC=C1)Cl